6-(3-methylbenzyl)-2-azaspiro[3.3]heptan CC=1C=C(CC2CC3(CNC3)C2)C=CC1